C(CCC)[Bi]1O[Bi](O[Bi](O1)CCCC)CCCC 2,4,6-tributyl-1,3,5,2,4,6-trioxatribismane